N[C@H](C(=O)OC)[C@@H](C)O methyl (2S,3R)-2-amino-3-hydroxybutyrate